2-(3,4-dihydroxyphenyl)-8-(1,1-dioxidoisothiazolidin-2-yl)-3-hydroxy-6-methyl-4h-chromen-4-one OC=1C=C(C=CC1O)C=1OC2=C(C=C(C=C2C(C1O)=O)C)N1S(CCC1)(=O)=O